C(CCC(=O)O)(=O)O.C(CCC(=O)O)(=O)O succinic acid, succinate salt